ClC=1C=C(NC2(CCC3([C@H](CC4=CC=CC=C34)CCCOC3=C(C=NC=C3)C)CC2)C(=O)OC)C=CC1 methyl (1r,2'S,4S)-4-(3-chloroanilino)-2'-{3-[(3-methylpyridin-4-yl)oxy]propyl}-2',3'-dihydrospiro[cyclohexane-1,1'-indene]-4-carboxylate